FC(CNC(=O)NC1=NC2=C(N1)C=CC(=C2)C2=C(C=CC(=C2)CC2=NNC(C1=CC=CC=C21)=O)F)F 1-(2,2-difluoroethyl)-3-(5-(2-fluoro-5-((4-oxo-3,4-dihydrophthalazin-1-yl)methyl)phenyl)-1H-benzimidazol-2-yl)urea